1-(6-Chloro-5-(difluoromethyl)pyridin-3-yl)ethan-1-ol ClC1=C(C=C(C=N1)C(C)O)C(F)F